Propanone CC(C)=O